N4-(3,4-dichloro-2-fluorophenyl)-7-(((1s,5r)-3-methyl-3-azabicyclo[3.1.0]hexane-1-yl)ethynyl)quinazoline-4,6-diamine ClC=1C(=C(C=CC1Cl)NC1=NC=NC2=CC(=C(C=C12)N)C#C[C@]12CN(C[C@@H]2C1)C)F